8-((1-(8-(3-(benzyloxy)-4-methylphenyl)-7-(4-cyano-3-fluorophenyl)imidazo[1,2-c]pyrimidin-5-yl)piperidin-4-yl)amino)-8-oxooctanoic acid C(C1=CC=CC=C1)OC=1C=C(C=CC1C)C=1C=2N(C(=NC1C1=CC(=C(C=C1)C#N)F)N1CCC(CC1)NC(CCCCCCC(=O)O)=O)C=CN2